4-(4-(3-(4-chlorophenyl)-2,5-dimethylhex-2-en-1-yl)piperazin-1-yl)benzamide trifluoroacetate FC(C(=O)O)(F)F.ClC1=CC=C(C=C1)C(=C(CN1CCN(CC1)C1=CC=C(C(=O)N)C=C1)C)CC(C)C